1,5-diphenylpentan-2,4-dien-1-one C1(=CC=CC=C1)C(C=CC=CC1=CC=CC=C1)=O